tert-Butyl 2-(3-acetyl-5-(2-methoxypyrimidin-5-yl)-1H-pyrazolo[3,4-c]pyridin-1-yl)acetate C(C)(=O)C1=NN(C2=CN=C(C=C21)C=2C=NC(=NC2)OC)CC(=O)OC(C)(C)C